FC1=CC=C(C=C1)N1C(N(C=C(C1=O)C(=O)[O-])C(C)C)=O 3-(4-fluorophenyl)-1-isopropyl-2,4-dioxo-1,2,3,4-tetrahydropyrimidine-5-carboxylate